O=C([C@H](CCC)NC(OC(C)(C)C)=O)NCCC1=CC=C(C=C1)C1=CC=C(C=C1)C(F)(F)F (S)-tert-butyl (1-oxo-1-((2-(4'-(trifluoromethyl)-[1,1'-biphenyl]-4-yl)ethyl)amino)pentan-2-yl)carbamate